tert-Butyl ((2-(((1R,3R)-3-(2-((tert-butyldiphenylsilyl)oxy)ethyl)cyclohexyl)oxy)-4-methylphenyl)sulfinyl)carbamate [Si](C1=CC=CC=C1)(C1=CC=CC=C1)(C(C)(C)C)OCC[C@@H]1C[C@@H](CCC1)OC1=C(C=CC(=C1)C)S(=O)NC(OC(C)(C)C)=O